(S,E)-(2-(Hydroxymethyl)-4-(methoxyimino)pyrrolidin-1-yl)(3'-methoxy-2'-methyl-[1,1'-biphenyl]-4-yl)methanone OC[C@H]1N(C/C(/C1)=N/OC)C(=O)C1=CC=C(C=C1)C1=C(C(=CC=C1)OC)C